ClC1=NC=C(C=C1)C1(CC1)C(F)(F)F 2-Chloro-5-[1-(trifluoromethyl)cyclopropyl]pyridine